CN1N=C(C=C1)C=1N=CSC1 methyl-3-(thiazol-4-yl)-1H-pyrazol